6-(4-(fluoromethyl)-4-methylpiperidin-1-yl)quinoline-4-carboxylic acid FCC1(CCN(CC1)C=1C=C2C(=CC=NC2=CC1)C(=O)O)C